N-[3-[2,5-bis(difluoromethoxy)phenyl]-1-[[2-[1-[3-(dimethylamino)propyl]azetidin-3-yl]tetrazol-5-yl]methyl]pyrazol-4-yl]pyrazolo[1,5-a]pyrimidine-3-carboxamide FC(OC1=C(C=C(C=C1)OC(F)F)C1=NN(C=C1NC(=O)C=1C=NN2C1N=CC=C2)CC=2N=NN(N2)C2CN(C2)CCCN(C)C)F